6-trans-Propenyl-dihydro-pyran-2,4-dion C(=CC)C1C(OCCC1=O)=O